CC1(CC(CC(C1)(C)C)(O)C1(CC=CC=C1)O)C 3,3,5,5-Tetramethyl-1,1-biphenol